FC=1C=C(C=C(C1)F)C(C(=O)NC(C(=O)O)CCN(CCCCC1=NC=2NCCCC2C=C1)CCOC)(C)C 2-[[2-(3,5-difluorophenyl)-2-methyl-propanoyl]amino]-4-[2-methoxyethyl-[4-(5,6,7,8-tetrahydro-1,8-naphthyridin-2-yl)butyl]amino]butanoic acid